4-(4-cyano-3-(isoquinolin-4-yl)-2-oxoimidazolin-1-yl)-6-(trifluoromethyl)nicotinonitrile C(#N)C1N(C(N(C1)C1=CC(=NC=C1C#N)C(F)(F)F)=O)C1=CN=CC2=CC=CC=C12